(1R,2S)-1,2,3,4-tetrahydronaphthalen-1,2-diyl dicarbamate C(N)(O[C@H]1[C@H](CCC2=CC=CC=C12)OC(N)=O)=O